Cl.N[C@H](C(=O)O)CCCC1=CC=C(C=C1)OCC (2S)-2-amino-5-(4-ethoxyphenyl)pentanoic acid hydrochloride salt